(4-amino-1,3-dihydrofuro[3,4-c][1,7]naphthyridin-8-yl)((3R,5S)-3-(2-fluoro-4-(trifluoromethoxy)phenyl)-5-methyl-4-morpholinyl)methanone NC1=NC=2C=NC(=CC2C2=C1COC2)C(=O)N2[C@@H](COC[C@@H]2C)C2=C(C=C(C=C2)OC(F)(F)F)F